8-cyano-4-[1-methyl-7-[4-(4-methylpiperazin-1-yl)anilino]-2-oxo-4H-pyrimido[4,5-d]pyrimidin-3-yl]-3,4-dihydro-2H-quinoline-1-carboxylic acid tert-butyl ester C(C)(C)(C)OC(=O)N1CCC(C2=CC=CC(=C12)C#N)N1C(N(C2=NC(=NC=C2C1)NC1=CC=C(C=C1)N1CCN(CC1)C)C)=O